4-(2,6-difluoro-4-methoxyphenyl)-3-{[5-(4-{[6-(trifluoromethyl)pyridin-3-yl]oxy}phenyl)-1,3,4-oxadiazol-2-yl]amino}pyrrolidin-2-one FC1=C(C(=CC(=C1)OC)F)C1C(C(NC1)=O)NC=1OC(=NN1)C1=CC=C(C=C1)OC=1C=NC(=CC1)C(F)(F)F